C(C)N1C2=C(OCC1=O)C(=CC(=C2)NC2=NC=CC(=N2)C=2C=CC1=C(N(N=N1)CC)C2)CN2CCOCC2 4-Ethyl-6-((4-(1-ethyl-1H-benzo[d][1,2,3]triazol-6-yl)pyrimidin-2-yl)amino)-8-(morpholinomethyl)-2H-benzo[b][1,4]oxazin-3(4H)-one